(3-thienyl)(2-hydroxy-5-methyl-phenyl)-methanone S1C=C(C=C1)C(=O)C1=C(C=CC(=C1)C)O